7-(4-fluorophenyl)-2-(3,3,3-trifluoropropyl)-[1,2,4]triazolo[4,3-c]pyrimidin-3-one FC1=CC=C(C=C1)C1=CC=2N(C=N1)C(N(N2)CCC(F)(F)F)=O